(R)-1-((R)-5-fluoroisochroman-1-yl)ethan-1-amine FC1=C2CCO[C@H](C2=CC=C1)[C@@H](C)N